C(CC)C1(C(O[Te]CC1)(CCCCC)CCCCC)CCC dipropyl-diamyl-telluroxane